ethyl erythronate O=C([C@H](O)[C@H](O)CO)OCC